COC=1C=CC(=NC1)CC#N 2-(5-methoxypyridin-2-yl)acetonitrile